tert-Butyl(tert-butoxycarbonyl)(3-(3-(2-fluoro-4-(3-methylthioureido)phenyl)isoxazol-5-yl)-5-(4-(isoPropylsulfonyl)phenyl)pyrazin-2-yl)carbamate C(C)(C)(C)OC(N(C1=NC=C(N=C1C1=CC(=NO1)C1=C(C=C(C=C1)NC(=S)NC)F)C1=CC=C(C=C1)S(=O)(=O)C(C)C)C(=O)OC(C)(C)C)=O